7-chloro-1-methyl-2-[(methylamino)methyl]-5-phenyl-4,5-dihydroimidazo[4,5-c]quinolin-4-one ClC=1C=CC=2C3=C(C(N(C2C1)C1=CC=CC=C1)=O)N=C(N3C)CNC